Methyl dimethyl-4-oxo-4,5-dihydroimidazolo[1,5-a]quinoxalin-8-carboxylate CC=1N=C(N2C1C(NC1=CC=C(C=C21)C(=O)OC)=O)C